FC([C@@](C(=O)O)(C)O)(F)F (S)-3,3,3-trifluoro-2-hydroxy-2-methylpropanoic acid